CC1=NN(C(=C1)C1=NSC=2C1=NC(=CC2C(C([2H])([2H])[2H])(C([2H])([2H])[2H])O)N2[C@@H](COCC2)C)C2OCCCC2 2-(3-(3-methyl-1-(tetrahydro-2H-pyran-2-yl)-1H-pyrazol-5-yl)-5-((R)-3-methylmorpholino)isothiazolo[4,5-b]pyridin-7-yl)propan-1,1,1,3,3,3-d6-2-ol